N-((2S,3R)-3-hydroxy-1-(((R)-3-methyl-1-((1S,7S)-11-methyl-2,6-dioxo-9-phenyl-3,5-dioxa-9,11-diaza-4-borabicyclo[5.3.1]undecan-4-yl)butyl)amino)-1-oxobutan-2-yl)-6-phenylpicolinamide O[C@@H]([C@@H](C(=O)N[C@@H](CC(C)C)B1OC([C@@H]2CN(C[C@@H](C(O1)=O)N2C)C2=CC=CC=C2)=O)NC(C2=NC(=CC=C2)C2=CC=CC=C2)=O)C